C(C)(C)(C)OC(=O)NC1(CCC1)C1=CC=C(C=C1)C1=CC(=CC(=C1)N1N=NC(=C1)C1=CC=C(C=C1)C(F)(F)F)C(=O)O 4'-(1-((tert-Butoxycarbonyl)amino)cyclobutyl)-5-(4-(4-(trifluoromethyl)phenyl)-1H-1,2,3-triazol-1-yl)-[1,1'-biphenyl]-3-carboxylic acid